C(C)(C)(C)OC(=O)N1CCC(=CC1)C1=C(C(=CC=C1)Cl)NC(=O)N1CCC(CC1)C1=CC=C(C=C1)C 4-(3-chloro-2-{[4-(4-methylphenyl)piperidine-1-carbonyl]amino}phenyl)-3,6-dihydropyridine-1(2H)-carboxylic acid tert-butyl ester